((4-fluoropiperidin-4-yl)methyl)carbamic acid tert-butyl ester C(C)(C)(C)OC(NCC1(CCNCC1)F)=O